N[S@@](=NC(CC1=C(C(=CC=C1C(C)C)F)C(C)C)=O)(=O)C=1C=C2C=NN(C2=CC1)C (S)-N-(amino(1-methyl-1H-indazol-5-yl)(oxo)-λ6-sulfaneylidene)-2-(3-fluoro-2,6-diisopropylphenyl)acetamide